BrC=1C=C(C=2N(C1)C(=C(N2)C)C)OC 6-bromo-8-methoxy-2,3-dimethyl-imidazo[1,2-a]pyridine